1,3,5,7-tetrahydropyrrolo[3,4-f]isoindole C1NCC=2C1=CC=1CNCC1C2